ClC=1C=C(C=CC1C=1C=C(C=NC1)C1=CC(=NC=C1)C1CC1)NC(OC(C)C)=O isopropyl (3-chloro-4-(2'-cyclopropyl-[3,4'-bipyridin]-5-yl)phenyl)carbamate